tert-butyl 3-bromo-7-methanesulfonylindole-1-carboxylate BrC1=CN(C2=C(C=CC=C12)S(=O)(=O)C)C(=O)OC(C)(C)C